C1CCCCCCCCCCS1 undecylene thioether